C1(CC1)N1C(C=2C(CC1)=NNC2)=O 5-cyclopropyl-2,5,6,7-tetrahydro-4H-pyrazolo[4,3-c]pyridin-4-one